N-(3-((1s,3s)-3-(cyanomethyl)-1-(4-methyl-4H-1,2,4-triazol-3-yl)cyclobutyl)phenyl)-7-(1-hydroxyethyl)-3,3-dimethyl-2,3-dihydrofuro[3,2-b]pyridine-5-carboxamide C(#N)CC1CC(C1)(C1=NN=CN1C)C=1C=C(C=CC1)NC(=O)C1=CC(=C2C(=N1)C(CO2)(C)C)C(C)O